2-(4-methoxyphenoxy)ethyl methacrylate C(C(=C)C)(=O)OCCOC1=CC=C(C=C1)OC